ClC=1C(N(C(=CC1OCC1=NC=C(C=C1F)F)C)C1=CC(=NC=C1CC)N1C(C(=CC=C1)C(C)(C)O)=O)=O 3''-chloro-5'-ethyl-4''-((3,5-difluoropyridin-2-yl)methoxy)-3-(2-hydroxypropan-2-yl)-6''-Methyl-2H,2''H-[1,2':4',1''-terpyridine]-2,2''-dione